dioctyl (Z)-but-2-enedioate C(\C=C/C(=O)OCCCCCCCC)(=O)OCCCCCCCC